3-Isobutyl-1-methylxanthene C(C(C)C)C=1C=C(C=2CC3=CC=CC=C3OC2C1)C